2-((5-(5-(difluoromethyl)-1,3,4-oxadiazole-2-yl)pyridine-2-yl)methyl)-4,4-dimethyl-6-(1-methyl-1,2,3,6-tetrahydropyridine-4-yl)isoquinoline-1,3(2H,4H)-dione FC(C1=NN=C(O1)C=1C=CC(=NC1)CN1C(C2=CC=C(C=C2C(C1=O)(C)C)C=1CCN(CC1)C)=O)F